C1(CC1)C1=NC=NC(=C1C1=NC=C(C(=N1)N(CC1=CC=C(C=C1)C1=NC=CC=C1)C)OC)OC 4'-Cyclopropyl-5,6'-dimethoxy-N-methyl-N-(4-(pyridin-2-yl)benzyl)-[2,5'-bipyrimidin]-4-amine